ClC1=NC=C(C(=C1)C1=C(C=NC(=C1)C)C(=O)NC=1SC(=NN1)C(C(F)(F)F)(C)C)OC 2'-chloro-5'-methoxy-6-methyl-N-(5-(1,1,1-trifluoro-2-methylpropan-2-yl)-1,3,4-thiadiazol-2-yl)-(4,4'-bipyridine)-3-carboxamide